N1C=CC2=CC(=CC=C12)NC(=O)C=1C2=C(SC1C1=CC=CC=C1)C=C(C=C2)C2=CC=CC=C2 N-(1H-indol-5-yl)-2,6-diphenylbenzo[b]Thiophene-3-carboxamide